5-(3-(4-fluoro-4-methylpent-1-ynyl)phenylthio)-1H-1,2,3-triazole-4-carboxylic acid FC(CC#CC=1C=C(C=CC1)SC1=C(N=NN1)C(=O)O)(C)C